CC1=C(C=CC(=C1)C)C1=NC(=NC(=N1)C1=C(C=C(C=C1)C)C)C1=C(C=C(C=C1)OCCOC(C(CCCC)CC)=O)O 2,4-bis(2,4-dimethylphenyl)-6-(2-hydroxy-4-[2-(2-ethylhexanoyloxy)ethoxy]phenyl)-1,3,5-triazine